5-(3,5-dimethoxy-4-(2-(4-(piperidin-4-yloxy)piperidin-1-yl)ethyl)phenyl)-1,3,4-trimethylpyridin-2(1H)-one COC=1C=C(C=C(C1CCN1CCC(CC1)OC1CCNCC1)OC)C=1C(=C(C(N(C1)C)=O)C)C